CC=1N(C=CC1C(=O)O)C Dimethyl-1H-pyrrole-3-carboxylic acid